ClC=1C=C(C=2C=CC=3N(C2N1)C=C(N3)C(=O)OCC)C(C(F)(F)F)(F)F ethyl 2-chloro-4-(1,1,2,2,2-pentafluoroethyl)imidazo[1,2-a]1,8-naphthyridine-8-carboxylate